1-ethylhexyl 9-bromononanoate BrCCCCCCCCC(=O)OC(CCCCC)CC